C1=C(C=CC=2C3=CC=CC=C3C12)B(O)O biphenylen-2-ylboronic acid